C1(CCCC1)C1=C(OC[C@H]2CN(CC2)C2=NC(=CC(=N2)C(=O)O)C)C=CC=C1 |r| (+-)-2-(3-((2-cyclopentylphenoxy)methyl)pyrrolidin-1-yl)-6-methylpyrimidine-4-carboxylic acid